N-(2-(8-methylimidazo[1,5-a]pyridin-3-yl)propan-2-yl)-2-azabicyclo[2.2.1]heptane-5-carboxamide hydrochloride Cl.CC=1C=2N(C=CC1)C(=NC2)C(C)(C)NC(=O)C2C1CNC(C2)C1